URIDINE-5-MONOPHOSPHATE C1=CN(C(=O)NC1=O)C2C(C(C(O2)COP(=O)(O)O)O)O